CS=C(C)NOC(NC)=O S-methyl-N-[(methylcarbamoyl)-oxy]thioacetamide